C1=CC=CC=2C3=CC=CC=C3C(C12)COC(N[C@H](C(N[C@H](C(N[C@H](C(NCCN(C(OC(C)(C)C)=O)C)=O)C)=O)C)=O)C)=O tert-butyl ((5S,8S,11S)-1-(9H-fluorene-9-yl)-5,8,11-trimethyl-3,6,9,12-tetraoxo-2-oxa-4,7,10,13-tetraazapentadecan-15-yl)(methyl)carbamate